(1s,4s)-7-azabicyclo[2.2.1]heptane hydrochloride C1CC2CCC1N2.Cl